5-Methyl-5-(3-(trifluoromethoxy)phenyl)imidazolidine-2,4-dione CC1(C(NC(N1)=O)=O)C1=CC(=CC=C1)OC(F)(F)F